ClC=1C=NN(C1)C1(CC1)CO (1-(4-chloro-1H-pyrazol-1-yl)cyclopropyl)methanol